C(C)(C)(CC)C=1C(=C(C=CC1)NC1=CC=CC=C1)C(C)(C)CC di-tert-pentyldiphenylamine